1-(4-((3-(4-phenoxyphenyl)-1H-pyrazolo[3,4-d]pyrimidin-1-yl)methyl)piperidin-1-yl)prop-2-en-1-one O(C1=CC=CC=C1)C1=CC=C(C=C1)C1=NN(C2=NC=NC=C21)CC2CCN(CC2)C(C=C)=O